2-chloro-3-(2-((3,3-difluoro-1-(hydroxymethyl)cyclobutyl)amino)-2-oxoacetyl)-N-(3,4-difluorophenyl)-5,6,7,8-tetrahydroindolizine-1-carboxamide ClC=1C(=C2CCCCN2C1C(C(=O)NC1(CC(C1)(F)F)CO)=O)C(=O)NC1=CC(=C(C=C1)F)F